2-((5-ethylfuran-2-yl)methyl)-8-(3-fluorobenzyl)-6-phenylimidazo[1,2-a]pyrazin-3(7H)-one C(C)C1=CC=C(O1)CC1=NC=2N(C=C(NC2CC2=CC(=CC=C2)F)C2=CC=CC=C2)C1=O